N1CC(C1)=CC1=NC=2N(C=C1)C=C(N2)C2=C(C=C(C=C2)N2N=CC=N2)O 2-(7-(azetidin-3-ylidenemethyl)imidazo[1,2-a]pyrimidin-2-yl)-5-(2H-1,2,3-triazol-2-yl)phenol